2-hydroxy-2-sulfinoacetic acid, disodium salt [Na+].[Na+].OC(C(=O)[O-])S(=O)[O-]